BrC=1C=C2C(=NN(C(C2=CC1)=O)CC(=O)OC)C(CF)F methyl 2-(6-bromo-4-(1,2-difluoroethyl)-1-oxophthalazin-2(1H)-yl)acetate